heptadecane-9-yl 2-(((3-(hexyloxy)-3-oxopropyl)thio)methyl)-4-((3-morpholinopropyl)amino)-4-oxobutanoate C(CCCCC)OC(CCSCC(C(=O)OC(CCCCCCCC)CCCCCCCC)CC(=O)NCCCN1CCOCC1)=O